N-(4-(4-amino-7-methyl-5-(4-((4-methylpyrimidin-2-yl)oxy)phenyl)-7H-pyrrolo[2,3-d]pyrimidin-6-yl)-5-chloro-2-fluorophenyl)methacrylamide NC=1C2=C(N=CN1)N(C(=C2C2=CC=C(C=C2)OC2=NC=CC(=N2)C)C2=CC(=C(C=C2Cl)NC(C(=C)C)=O)F)C